C12(CC3CC(CC(C1)C3)C2)CNCC2=C(C(=O)NO)C=CC=C2C(F)(F)F ((((adamantan-1-yl)methyl)amino)methyl)-3-trifluoromethyl-N-hydroxybenzamide